4-((2-aminoethyl)amino)-N-(3-bromo-4-fluorophenyl)furan-3-carboxamide trifluoroacetate salt FC(C(=O)O)(F)F.NCCNC=1C(=COC1)C(=O)NC1=CC(=C(C=C1)F)Br